(3R,5R)-5-fluoro-1-[(1R,2R,4S)-4-(4-fluorophenyl)-2-(1,2,4-triazol-1-yl)cyclopentyl]Piperidine-3-amine F[C@@H]1C[C@H](CN(C1)[C@H]1[C@@H](C[C@H](C1)C1=CC=C(C=C1)F)N1N=CN=C1)N